(S)-2-amino-3-(4-bromothiazol-2-yl)propanoic acid N[C@H](C(=O)O)CC=1SC=C(N1)Br